OC(CN(CCCCCCCC(=O)OC(CCCCCCCC)CCCCCCCC)CCCCCC(OCCCCCCCCCCC)=O)CCCCNC(=O)C1(N(C=CC1)C)O heptadecan-9-yl 8-((2-hydroxy-6-(2-hydroxy-1-methyl-1H-pyrrole-2-carboxamido)hexyl)(6-oxo-6-(undecyloxy)hexyl)amino)octanoate